2-fluoro-4-(((3S,4R)-4-hydroxy-4-(hydroxymethyl)-1-((2-methyl-6-(trifluoromethyl)pyridin-3-yl)sulfonyl)pyrrolidin-3-yl)oxy)benzonitrile FC1=C(C#N)C=CC(=C1)O[C@H]1CN(C[C@]1(CO)O)S(=O)(=O)C=1C(=NC(=CC1)C(F)(F)F)C